C(C)(C)(C)OC(=O)N1CC(C1)OC=1C=NC(=CC1)C(C)=O 3-((6-Acetylpyridin-3-yl)oxy)azetidine-1-carboxylic acid tert-butyl ester